CCCCC(C)C 1,4-dimethylpentane